[(1R,4s,7S)-2,6-diazabicyclo[5.1.0]octan-4-yl]methanethiol [C@@H]12NCC(CN[C@H]2C1)CS